BrC=1C=C2C(=NC1)NC([C@@]21CC2=C(C=NC(=C2)C(=O)OC(C)C)C1)=O isopropyl (R)-5'-bromo-2'-oxo-1',2',5,7-tetrahydrospiro[cyclopenta[c]pyridine-6,3'-pyrrolo[2,3-b]pyridine]-3-carboxylate